7-[(3S)-3-(dimethylamino)pyrrolidin-1-yl]-2-(2-methyl-1,3-benzoxazol-6-yl)-4H-pyrido[1,2-a]pyrimidin-4-one CN([C@@H]1CN(CC1)C=1C=CC=2N(C(C=C(N2)C2=CC3=C(N=C(O3)C)C=C2)=O)C1)C